tert-butyl (R)-(1-methoxy-2-methylhex-2-yl)carbamate COC[C@](CCCC)(C)NC(OC(C)(C)C)=O